C(N)(=O)C=1C(=NC(=C(N1)CC)N(C)C)NC=1C=C(O[C@H](CNC(OC(C)(C)C)=O)C)C=C(C1)F tert-butyl (S)-(2-(3-((3-carbamoyl-6-(dimethylamino)-5-ethylpyrazin-2-yl)amino)-5-fluorophenoxy)propyl)carbamate